N4,6-dimethyl-N2-[7-(4-piperidinyl)-2,3-dihydrobenzofuran-5-yl]pyrimidine-2,4-diamine CNC1=NC(=NC(=C1)C)NC=1C=C(C2=C(CCO2)C1)C1CCNCC1